P(=O)([O-])([O-])O.[Zn+2] Mono-zinc phosphate